methyl 5-cyano-7-(2-fluoro-4-(trifluoromethoxy) phenyl)-2,3-dihydrobenzofuran-4-carboxylate C(#N)C1=CC(=C2C(CCO2)=C1C(=O)OC)C1=C(C=C(C=C1)OC(F)(F)F)F